CC1=NC(=NC(=C1)NC1=NNC(=C1)C)C1=CCC(CC1)C(=O)OCC ethyl 4-(4-methyl-6-((5-methyl-1H-pyrazol-3-yl) amino) pyrimidin-2-yl)cyclohex-3-ene-1-carboxylate